C(C)C1=NN2C(=NN(C(C2=C1)=O)CC(=O)O)C(C)C 2-(2-ethyl-7-isopropyl-4-oxo-pyrazolo[1,5-d][1,2,4]triazin-5-yl)acetic acid